OCC=1C(=CC=NC1)C 5-(hydroxymethyl)-4-methylpyridin